(1-(3-(2-cyclopropylpyridin-4-yl)-1,2,4-oxadiazol-5-yl)ethyl)isophthalamide C1(CC1)C1=NC=CC(=C1)C1=NOC(=N1)C(C)C1=C(C(=O)N)C=CC=C1C(=O)N